tert-butyl 9-((2-methoxy-5-methylpyridin-3-yl)sulfonyl)-6-oxa-2,9-diazaspiro[4.5]decane-2-carboxylate COC1=NC=C(C=C1S(=O)(=O)N1CCOC2(CCN(C2)C(=O)OC(C)(C)C)C1)C